octadecylmethyl-(2-hydroxyethyl)ammonium chloride [Cl-].C(CCCCCCCCCCCCCCCCC)[NH+](CCO)C